N-(2-methoxy-3-{[2-(pyrrolidin-1-yl)ethoxy]methyl}-6H,7H,8H,9H,10H-cyclohepta[b]quinolin-11-yl)-1-(pyridin-4-yl)piperidin-4-amine COC=1C=C2C(=C3C(=NC2=CC1COCCN1CCCC1)CCCCC3)NC3CCN(CC3)C3=CC=NC=C3